tert-butyl 4-{2-[(3-iodophenyl)(methyl)amino]-2-methylpropanoyl}piperazine-1-carboxylate IC=1C=C(C=CC1)N(C(C(=O)N1CCN(CC1)C(=O)OC(C)(C)C)(C)C)C